CC1=C(C=C(N)C=C1)C=1N=NC=C(N1)C(F)(F)F 4-methyl-3-[5-(trifluoromethyl)-1,2,4-triazin-3-yl]aniline